BrC=1C(=CC(=C(C1)C(=O)C1=CC=CC=C1)C)Cl (5-bromo-4-chloro-2-methylphenyl)(phenyl)methanone